tert-butyl 6-acetyl-3,6-diazabicyclo[3.1.1]heptane-3-carboxylate C(C)(=O)N1C2CN(CC1C2)C(=O)OC(C)(C)C